C(CCCCCCC)OC(CCCCC#N)OCCCCCCCC 6,6-bis(octyloxy)hexanenitrile